ClC1=CC(=NC=N1)NCC=1N=C2N(C=C(C=C2N2CCN(CC2)C(=O)OC(C)(C)C)C2CC2)C1 tert-butyl 4-(2-(((6-chloropyrimidin-4-yl)amino)methyl)-6-cyclopropylimidazo[1,2-a]pyridin-8-yl)piperazine-1-carboxylate